ClC=1C=C(C(=O)N([C@@H](C(C)C)CN2CCCCC2)C)C=CC1F 3-Chloro-4-fluoro-N-methyl-N-[(1S)-2-methyl-1-(piperidin-1-ylmethyl)propyl]-benzamide